(S)-N-{(S)-1-[2-(Benzo[d]isoxazol-3-yl)-5-bromophenyl]-2-(pyridine-2-yl)ethyl}-2-methylpropane-2-sulfinamide O1N=C(C2=C1C=CC=C2)C2=C(C=C(C=C2)Br)[C@H](CC2=NC=CC=C2)N[S@@](=O)C(C)(C)C